(2-(3-aminobutyl)-3,4-difluorophenyl)-3-(2-bromo-6-methoxypyridin-3-yl)-6-fluoro-7-(trifluoromethyl)-2,3-dihydroquinazolin-4(1H)-one NC(CCC1=C(C=CC(=C1F)F)N1CN(C(C2=CC(=C(C=C12)C(F)(F)F)F)=O)C=1C(=NC(=CC1)OC)Br)C